COC=1C(=C2C=CNC2=C(C1)C)CN1[C@H](CN(CC1)CCC(F)(F)F)C1=CC(=C(C(=O)O)C=C1)NC (s)-4-(1-((5-methoxy-7-methyl-1H-indol-4-yl)methyl)-4-(3,3,3-trifluoropropyl)piperazin-2-yl)-2-(methylamino)benzoic acid